1-((3s,4r)-4-(3,4-difluorophenyl)-1-(2-methoxyethyl)pyrrolidin-3-yl)-3-(4-methyl-3-(1-methyl-6-oxo-1,6-dihydropyridin-3-yl)-1-phenyl-1H-pyrazol-5-yl)urea FC=1C=C(C=CC1F)[C@H]1[C@@H](CN(C1)CCOC)NC(=O)NC1=C(C(=NN1C1=CC=CC=C1)C1=CN(C(C=C1)=O)C)C